C(#N)\C(=C/C=1C=NC=CC1OC)\C1=CNC2=CC=C(C=C12)CCNC(OC(C)(C)C)=O Tert-butyl (Z)-((3-(1-cyano-2-(4-methoxypyridin-3-yl)vinyl)-1H-indol-5-yl)ethyl)carbamate